ClC1=CC(=C(C(=O)NC=2C=CC(=NC2)C(=O)O)C=C1Cl)OC1=C(C=C(C=C1)OC)OC 5-(4,5-dichloro-2-(2,4-dimethoxyphenoxy)benzamido)picolinic acid